3,6-bis(1,2,4-triazol-3-yl)-1,4,2,5-dioxadiazine N1N=C(N=C1)C1=NOC(=NO1)C1=NNC=N1